OC1=C(C=CC(=C1)C(=O)O)C(=O)O 2-hydroxybenzene-1,4-dicarboxylic acid